C(CCCCCCCCCCC)SCC1=C(C(=CC(=C1)CCCCCCCCC)CSCCCCCCCCCCCC)O 2,6-di(dodecylthiomethyl)-4-nonylphenol